4-(2-(cyclohexyl-ethynyl)pyridin-4-yl)-7-((5-(4-methylpiperazin-1-yl)pyridin-2-yl)amino)isoindolin-1-one C1(CCCCC1)C#CC1=NC=CC(=C1)C1=C2CNC(C2=C(C=C1)NC1=NC=C(C=C1)N1CCN(CC1)C)=O